Cl.Cl.NCC(=O)NC=1C=C2C=C(C(=NC2=CC1)N1CCNCC1)Cl 2-amino-N-(3-chloro-2-piperazin-1-yl-6-quinolinyl)acetamide dihydrochloride